1-(3-Methoxyazetidin-1-yl)-2-(2-phenyl-1,2,3,4-tetrahydroquinolin-6-yl)ethan-1-one COC1CN(C1)C(CC=1C=C2CCC(NC2=CC1)C1=CC=CC=C1)=O